4-bromo-3-cyanopyrazolo[1,5-a]pyridin-6-yl triflate O(S(=O)(=O)C(F)(F)F)C=1C=C(C=2N(C1)N=CC2C#N)Br